FC1=C(C=C(C=C1)F)C1=CC=CC2=C1NC(=NS2(=O)=O)NCCOC 5-(2,5-difluorophenyl)-3-((2-methoxyethyl)amino)-4H-benzo[e][1,2,4]thiadiazine 1,1-dioxide